FC(C(=O)O)(F)F.ClC=1C=C2C=CN(C2=C(C1)C1=NC=NN2C1=CC(=C2)CN2C(C1C(C1C2=O)(C)C)=O)CC2(CCNCC2)C#N 4-((5-chloro-7-(6-((6,6-dimethyl-2,4-dioxo-3-azabicyclo[3.1.0]hexan-3-yl)methyl)pyrrolo[2,1-f][1,2,4]triazin-4-yl)-1H-indol-1-yl)methyl)piperidine-4-carbonitrile 2,2,2-trifluoroacetate